8-(4-(methoxycarbonyl)-2-propyl-2H-indazol-5-yl)-4,5-dihydrobenzo[b]thieno[2,3-d]oxepine-9-carboxylic acid COC(=O)C=1C2=CN(N=C2C=CC1C=1C(=CC2=C(OCCC3=C2SC=C3)C1)C(=O)O)CCC